NC1=C(SC=2N=C(N=C(C21)C)C)C(=O)NC2CC=1C=C(C(=NC1CC2)N2CC(C(C2)COC)N)F 5-amino-N-{2-[3-amino-4-(methoxymethyl)pyrrolidin-1-yl]-3-fluoro-5,6,7,8-tetrahydroquinolin-6-yl}-2,4-dimethylthieno[2,3-d]pyrimidine-6-carboxamide